4-((4-(2-(4-((7-(2-(4-(2-(2,6-dioxopiperidin-3-yl)-1,3-Dioxoisoindoline-5-yl)piperazin-1-yl)ethoxy)heptyl)oxy)phenyl)propan-2-yl)phenoxy)methyl)pyrimidine O=C1NC(CCC1N1C(C2=CC=C(C=C2C1=O)N1CCN(CC1)CCOCCCCCCCOC1=CC=C(C=C1)C(C)(C)C1=CC=C(OCC2=NC=NC=C2)C=C1)=O)=O